C(C)(CC)C1C(NC2=C(CN1C(=O)C1=CC=3C(=CN=CC3)N1)C=CC=C2)=O 3-(sec-butyl)-4-(1H-pyrrolo[2,3-c]pyridine-2-carbonyl)-1,3,4,5-tetrahydro-2H-benzo[1,4]diazepin-2-one